BrC1=CC=2C=C3N(CCN(C3)C(CCOCCC)=O)C2N=C1 1-(3-(3-bromo-8,9-dihydropyrido[3',2':4,5]pyrrolo[1,2-a]pyrazin-7(6H)-yl)-3-oxopropoxy)propan